[2-(4-Bromo-phenyl)-ethyl]-{1-[3-(4-chloro-phenyl)-adamantan-1-yl]-ethyl}-amine BrC1=CC=C(C=C1)CCNC(C)C12CC3(CC(CC(C1)C3)C2)C2=CC=C(C=C2)Cl